ClC=1C(N(C=C(N1)Cl)C1=NN(C=C1C)C)=O 3,5-dichloro-1-(1,4-dimethyl-1H-pyrazol-3-yl)pyrazin-2(1H)-one